CN1CCN(CC1)C1=CC(=C(C(=O)N)C=C1)NC1CCOCC1 (E)-4-(4-methyl-piperazin-1-yl)-2-(tetrahydro-2H-pyran-4-ylamino)-benzamide